2-(acryloyloxymethyl)-4-trifluoromethyloxetane C(C=C)(=O)OCC1OC(C1)C(F)(F)F